5-((1H-pyrazol-1-yl)methyl)-N-((5-bromo-2,4-dimethoxyphenyl)sulfonyl)-6-methoxypicolinamide N1(N=CC=C1)CC=1C=CC(=NC1OC)C(=O)NS(=O)(=O)C1=C(C=C(C(=C1)Br)OC)OC